tosyloxy (tosylate) S(=O)(=O)(OOS(=O)(=O)C1=CC=C(C)C=C1)C1=CC=C(C)C=C1